C(C1=CC=CC=C1)[C@H]1N(C(OC1)=O)C(C[C@@H]1CN(CC1)C(=O)OC(C)(C)C)=O tert-butyl (3R)-3-{2-[(4R)-4-benzyl-2-oxo-1,3-oxazolidin-3-yl]-2-oxoethyl}pyrrolidine-1-carboxylate